methyl 3-(octahydro-1H-inden-2-yl)propanoate C1C(CC2CCCCC12)CCC(=O)OC